ClC=1C=C(C=CC1Cl)N1CCN(CC1)CC(=O)N1CC2=C(C3=C(C1C)C=C(C(=C3)OC)OC)C(=C(C(=C2)OC)OC)OC 2-(4-(3,4-dichlorophenyl)piperazin-1-yl)-1-(1,2,3,9,10-pentamethoxy-7-methyl-5,7-dihydro-6H-dibenzo[c,e]azepin-6-yl)ethan-1-one